FC(C=1C=C(C=NC1)NC(OCC(Cl)(Cl)Cl)=O)(F)F 2,2,2-trichloroethyl (5-(trifluoromethyl)pyridin-3-yl)carbamate